BrC1=CC=C2C(NN=C(C2=C1)CNC(OC(C)(C)C)=O)=O tert-butyl ((7-bromo-4-oxo-3,4-dihydrophthalazin-1-yl)methyl)carbamate